6-chloro-5'-(5-chloro-2-fluorophenyl)-2'-(4,6-dimethoxypyridin-3-yl)-3'-isopropyl-3'H-spiro[indoline-3,4'-pyrrolo[3,4-d]imidazole]-2,6'(5'H)-dione ClC1=CC=C2C(=C1)NC(C21N(C(C=2N=C(N(C21)C(C)C)C=2C=NC(=CC2OC)OC)=O)C2=C(C=CC(=C2)Cl)F)=O